BrC1=CN=C2C(=NC(=NN21)OC[C@H]2N(CCC2)C)N2[C@H](CN(CC2)C(=O)OC(C)(C)C)C tert-butyl (S)-4-(7-bromo-2-(((S)-1-methylpyrrolidin-2-yl) methoxy) imidazo[2,1-f][1,2,4]triazin-4-yl)-3-methylpiperazine-1-carboxylate